3-amino-1-cyclopropyl-6-(trifluoromethyl)pyridin-2-one NC=1C(N(C(=CC1)C(F)(F)F)C1CC1)=O